C1(CCCC1)C1=C(C=C(C=C1)NC(=O)C1=COC2=C1C=CC(=C2)C2=NN=NN2)F N-(4-cyclopentyl-3-fluorophenyl)-6-(1H-tetrazol-5-yl)benzofuran-3-carboxamide